FC1=CC=C(C(=O)N[C@H](C(=O)NC2=CC=C(C=C2)S(NC(CN2CCOCC2)(C)C)(=O)=O)CCOC)C=C1 (S)-4-fluoro-N-(4-methoxy-1-((4-(N-(2-methyl-1-morpholinopropan-2-yl)sulfamoyl)phenyl)amino)-1-oxobutan-2-yl)benzamide